((1H-imidazol-1-yl)sulfonyl)hexahydro-1H-furo[3,4-c]pyrrole N1(C=NC=C1)S(=O)(=O)C1OCC2C1CNC2